copper, hydrate O.[Cu]